C(C)(C)(C)OC(=O)N1C[C@@H]2N(CC[C@@H]2[C@@H]1C)C(=O)C=1OC(=CN1)C1=CC(=NC=C1)C#N |r| Rac-(3aR,4S,6aR)-1-(5-(2-cyanopyridin-4-yl)oxazole-2-carbonyl)-4-methyl-hexahydropyrrolo[3,4-b]pyrrole-5(1H)-carboxylic acid tert-butyl ester